C1=CC=CC=2C3=CC=CC=C3C(C12)COC(=O)N(CC(=O)O)CC N-(((9H-fluoren-9-yl)methoxy)carbonyl)-N-ethylglycine